C1(=CC=CC=C1)S(=O)(=O)N1C=CC2=C(C(=C(C=C12)F)OC1=CC=C2CN3C(C2=C1)=NC(=N3)CC=3C(=C(C=CC3)/C=C/C(=O)OCC)F)F Ethyl (E)-3-[3-[[8-[1-(benzenesulfonyl)-4,6-difluoro-indol-5-yl]oxy-5H-[1,2,4]triazolo[5,1-a]isoindol-2-yl]methyl]-2-fluoro-phenyl]prop-2-enoate